N1(CCCCC1)N[C@@H](CC(N)=O)C(=O)O piperidyl-L-asparagine